FC1(CCN(CC1)C(=O)C1=CC(=C(C=C1)NC1=CC=C(C#N)C=C1)[N+](=O)[O-])F 4-((4-(4,4-difluoropiperidine-1-carbonyl)-2-nitrophenyl)amino)benzonitrile